NC=1C2=C(N=CN1)N(C(=C2C2=CC(=C(C=C2)N=S2(CCCC2)=O)F)C2=C(C=C(C=C2)C=C(C(=O)N)C)C#N)C (4-(4-amino-5-(3-fluoro-4-((1-oxotetrahydro-1λ6-thiophen-1-ylidene)amino)phenyl)-7-methyl-7H-pyrrolo[2,3-d]pyrimidin-6-yl)-3-cyanophenyl)methacrylamide